COC=1C=C(C=CC1OC)C(CN1[C@@H](C(=CC=C1)O)C)O (R)-1-(2-(3,4-dimethoxyphenyl)-2-hydroxyethyl)-3-hydroxy-2-methylpyridine